O=C(C(=O)[O-])CCC1=CC=CC=C1 2-oxo-2-phenethyl-acetate